N[C@@H](CCCCN)C(=O)OCC(O)CO glyceryl monolysinoate